3-(7-morpholinosulfonyl-[1,2,4]triazolo[4,3-a]pyridin-3-yl)cyclohexyl carbamate C(N)(OC1CC(CCC1)C1=NN=C2N1C=CC(=C2)S(=O)(=O)N2CCOCC2)=O